CC(CCCCCCCCCC)OC(C)CCCCCCCCCC 2-dodecyl oxide